BrC=1C=CC=2N(C1)C=NC2C2=NN=C(N2)C(C)C 3-[6-bromoimidazo[1,5-a]pyridin-1-yl]-5-isopropyl-4H-1,2,4-triazole